N1(CCOCC1)CCCCCCC=1N=C(N(C1)C1=CC=CC=C1)C1=C(C(=O)N)C=CC=C1C=1C=NNC1 (4-(6-morpholinylhexyl)-1-phenyl-1H-imidazol-2-yl)-3-(1H-pyrazol-4-yl)benzamide